2,2-bis(3,5-dibromo-4-cyanophenyl)propane BrC=1C=C(C=C(C1C#N)Br)C(C)(C)C1=CC(=C(C(=C1)Br)C#N)Br